6-((R or S)-1-(((R)-phenyl((R)-1,2,3,4-tetrahydropyrido[2,3-b]pyrazin-3-yl)methyl)amino)propan-2-yl)nicotinonitrile C1(=CC=CC=C1)[C@H]([C@H]1CNC2=C(N1)N=CC=C2)NC[C@@H](C)C2=NC=C(C#N)C=C2 |o1:19|